5-bromo-1-(2-hydroxyethyl)-4-methyl-1H-pyrrole-3-carboxylic acid methyl ester COC(=O)C1=CN(C(=C1C)Br)CCO